((4-aminophenyl)amino)-6,6-dimethyl-6H-pyrimido[5,4-b][1,4]oxazin-7(8H)-one NC1=CC=C(C=C1)NC=1N=CC=2OC(C(NC2N1)=O)(C)C